3-[3-chloro-5-(methylsulfonylmethyl)phenyl]-2,7-dimethyl-5,7-dihydro-4H-pyrazolo[3,4-c]pyridine-6-carboxylic acid tert-butyl ester C(C)(C)(C)OC(=O)N1C(C=2C(CC1)=C(N(N2)C)C2=CC(=CC(=C2)CS(=O)(=O)C)Cl)C